ClC=1C=C(C=CC1)[C@@H]1[C@H](C1)C=1NC(C2=C(N1)C=C(N=C2)NCC=2N=C1N(C=C(C=C1)C1CC1)C2)=O |r| rac-2-((1S*,2S*)-2-(3-chlorophenyl)cyclopropyl)-7-(((6-cyclopropylimidazo[1,2-a]pyridin-2-yl)methyl)amino)pyrido[4,3-d]pyrimidin-4(3H)-one